rel-N-[(6S,7R)-2-ethyl-7-({[1-(pyrimidin-2-yl)piperidin-4-yl]oxy}methyl)-4,5,6,7-tetrahydropyrazolo[1,5-a]pyridin-6-yl]methanesulfonamide C(C)C1=NN2C(CC[C@@H]([C@@H]2COC2CCN(CC2)C2=NC=CC=N2)NS(=O)(=O)C)=C1 |o1:8,9|